COC1=CC=C(C=C1)C=1C(=C(C(=C2OC=3C(=C(C(=C(C3C3(C12)C1=CC=CC=C1C=1C=CC=CC13)C1=CC=C(C=C1)OC)C1=CC=C(C=C1)OC)C1=CC=C(C=C1)OC)C1=CC=C(C=C1)OC)C1=CC=C(C=C1)OC)C1=CC=C(C=C1)OC)C1=CC=C(C=C1)OC octa(4-methoxyphenyl)spiro[fluorene-9,9'-xanthene]